(heptane-4-yloxy)-N,N-bis(4-methoxybenzyl)imidazo[2,1-f][1,2,4]triazin-4-amine CCCC(CCC)OC1=NN2C(C(=N1)N(CC1=CC=C(C=C1)OC)CC1=CC=C(C=C1)OC)=NC=C2